5-hydroxyphenylpyruvate OC=1C=CC=C(C1)CC(C(=O)[O-])=O